acetic acid 2-((4-bromo-3-fluorophenyl) amino)-1-(3-fluorophenyl)-2-oxoethyl ester BrC1=C(C=C(C=C1)NC(C(C1=CC(=CC=C1)F)OC(C)=O)=O)F